2-chloro-4-methoxy-7H-pyrrolo[2,3-d]pyrimidine ClC=1N=C(C2=C(N1)NC=C2)OC